BrC1=C(C(=C(C#N)C(=C1F)F)F)F 4-bromo-2,3,5,6-tetrafluorobenzonitrile